CC(C(N)(N)CC)CCCCCC methylethyloctanediamine